The molecule is a penicillanic acid ester that is the pivaloyloxymethyl ester of ampicillin. It is a prodrug of ampicillin. It has a role as a prodrug. It is a penicillanic acid ester and a pivaloyloxymethyl ester. It derives from an ampicillin. CC1([C@@H](N2[C@H](S1)[C@@H](C2=O)NC(=O)[C@@H](C3=CC=CC=C3)N)C(=O)OCOC(=O)C(C)(C)C)C